1-[6-(4-tert-butyl-cyclohexyloxy)-naphthalen-2-ylmethyl]-4-propyl-piperidine-4-carboxylic acid C(C)(C)(C)C1CCC(CC1)OC=1C=C2C=CC(=CC2=CC1)CN1CCC(CC1)(C(=O)O)CCC